N-[(6-Amino-2-pyridyl)sulfonyl]-6-[4-(dimethylaminomethyl)phenyl]-2-(2,4,6-trimethylphenoxy)pyridin-3-carboxamid NC1=CC=CC(=N1)S(=O)(=O)NC(=O)C=1C(=NC(=CC1)C1=CC=C(C=C1)CN(C)C)OC1=C(C=C(C=C1C)C)C